COCCOC=1C=C(C=CC1)CNC(=O)C=1N=NN(C1)CCCCN1N=NC(=C1)C(=O)NCC1=NC=CC(=C1)C(F)(F)F 1-{4-[4-({[3-(2-methoxyethoxy)phenyl]methyl}carbamoyl)-1H-1,2,3-triazol-1-yl]butyl}-N-{[4-(trifluoromethyl)pyridin-2-yl]methyl}-1H-1,2,3-triazole-4-carboxamide